(2R)-2-{[(3-cyanophenyl)carbamoyl]amino}-2-cyclopropylbutyric acid C(#N)C=1C=C(C=CC1)NC(=O)N[C@](C(=O)O)(CC)C1CC1